ClC1=CC(=C(OC2CCN(CC2)C(=O)N2N=C(C=C2)C(=O)OC(C)(C)C)C=C1)N1CCCC1 tert-butyl 1-(4-(4-chloro-2-(pyrrolidin-1-yl) phenoxy) piperidine-1-carbonyl)-1H-pyrazole-3-carboxylate